tert-butyl (Z)-2-(4-(4-(4-aminobut-3-en-1-yl)phenyl)-2,3,9-trimethyl-6H-thieno[3,2-f][1,2,4]triazolo[4,3-a][1,4]diazepin-6-yl)acetate NC=CCCC1=CC=C(C=C1)/C/1=N/C(C=2N(C3=C1C(=C(S3)C)C)C(=NN2)C)CC(=O)OC(C)(C)C